(2S,4r)-N-[(2-amino-3-methyl-benzoimidazol-5-yl)methyl]-1-[(2S)-2-(4-cyclopropyltriazol-1-yl)-3,3-dimethyl-butyryl]-4-hydroxy-pyrrolidine-2-carboxamide NC=1N(C2=C(N1)C=CC(=C2)CNC(=O)[C@H]2N(C[C@@H](C2)O)C([C@H](C(C)(C)C)N2N=NC(=C2)C2CC2)=O)C